1,3-propylene adipate C1(CCCCC(=O)OCCCO1)=O